NCCC1=CC(=CC=2C3=CC(=CC=C3NC12)Cl)NC1=NC=C(C(=C1)Cl)Cl 1-(2-Aminoethyl)-6-chloro-N-(4,5-dichloropyridin-2-yl)-9H-carbazol-3-amine